(1R)-1-(1,2-thiazol-5-yl)ethan-1-ol S1N=CC=C1[C@@H](C)O